CN1N=C(C(=C1OCCN(C(C(F)(F)F)=O)C)C=1C=C2C(=C(N1)C)N(N=C2C=C)C2OCCCC2)C N-(2-((1,3-dimethyl-4-(7-methyl-1-(tetrahydro-2H-pyran-2-yl)-3-vinyl-1H-pyrazolo[3,4-c]pyridin-5-yl)-1H-pyrazol-5-yl)oxy)ethyl)-2,2,2-trifluoro-N-methylacetamide